CC(=O)N[C@@H]1[C@H]([C@@H]([C@H](O[C@H]1O[C@H]2[C@@H]([C@H]([C@@H](O[C@@H]2C(=O)[O-])O[C@@H]3[C@H]([C@@H](O[C@@H]([C@H]3O)CO)O)NC(=O)C)O)O)CO)O)O The molecule is a carbohydrate acid derivative anion obtained by deprotonation of the carboxy groups of N-acetyl-beta-D-glucosaminyl-(1->4)-[hyaluronic acid]; major species at pH 7.3. It is a carbohydrate acid derivative anion and a polyanionic polymer. It derives from a hyaluronate.